CS(=O)(=O)N1CCN(CC1)[C@H](CN1C(=CC2=CC=CC=C12)C#N)C 1-((S)-2-(4-(methylsulfonyl)piperazin-1-yl)propyl)-1H-indole-2-carbonitrile